FC(C=1C=C(C=C(C1)C(F)(F)F)C1=CC=C(C=C1)C1=C(NC2=CC(=C(C=C2C1=O)Cl)OC)C)(F)F 3-(3',5'-Bis(trifluoromethyl)-[1,1'-biphenyl]-4-yl)-6-chloro-7-methoxy-2-methylquinolin-4(1H)-one